(R)-N-(1-(3-(difluoromethyl)-2-fluorophenyl)ethyl)-7-methoxy-2-methyl-6-(piperidin-4-yl)pyrido[2,3-d]pyrimidin-4-amine FC(C=1C(=C(C=CC1)[C@@H](C)NC=1C2=C(N=C(N1)C)N=C(C(=C2)C2CCNCC2)OC)F)F